FC(C=1C2=C(N=C(N1)C1=CC=C(C=C1)C(F)(F)F)CN(CC2)C(C=C)=O)(F)F 1-(4-(trifluoromethyl)-2-(4-(trifluoromethyl)phenyl)-5,8-dihydropyrido[3,4-d]pyrimidin-7(6H)-yl)Prop-2-en-1-one